C(CCCCCCCCC\C=C/CCCC)(=O)[O-] (Z)-11-hexadecenate